CN(C)C[C@@H]1CC[C@H](CO1)NC1=C2C(=NC=C1OC)NC=C2C(=O)C2=C(C=C(C=C2)OC2=C(C=CC=C2)F)F (4-(((3R,6S)-6-((dimethylamino)methyl)tetrahydro-2H-pyran-3-yl)amino)-5-methoxy-1H-pyrrolo[2,3-b]pyridin-3-yl)(2-fluoro-4-(2-fluorophenoxy)phenyl)methanone